2-(4-hydroxyphenoxy)-5-hydroxy-8-chloro-1,7-naphthyridine OC1=CC=C(OC2=NC3=C(N=CC(=C3C=C2)O)Cl)C=C1